Methyl 3'-(4-chlorophenyl)-6'-hydroxy-8'-oxo-8'H-spiro[cyclopentane-1,5'-indolizine]-7'-carboxylate ClC1=CC=C(C=C1)C1=CC=C2C(C(=C(C3(N12)CCCC3)O)C(=O)OC)=O